The molecule is a 6-oxo monocarboxylic acid that is (2E,4E)-2-hydroxy-6-oxo-6-phenylhexa-2,4-dienoic acid in whith one of the ortho positions of the phenyl ring is substituted by an amino group. It is a 6-oxo monocarboxylic acid, an amino monocarboxylic acid and an alpha,beta-unsaturated monocarboxylic acid. It is a conjugate acid of a (2E,4E)-6-(2-aminophenyl)-2-hydroxy-6-oxohexa-2,4-dienoate. C1=CC=C(C(=C1)/C(=C/C=C/C(=O)C(=O)O)/O)N